C(C)O[Si](C\C=C(\CCC1=C(CCCC1(C)C)C)/C)(OCC)OCC (E)-triethoxy(3-methyl-5-(2,6,6-trimethylcyclohex-1-en-1-yl)pent-2-en-1-yl)silane